BrC1=C(C=C(C=C1)Cl)CCOC1OCCCC1 2-(2-bromo-5-chlorophenylethoxy)tetrahydro-2H-pyran